FC1=C(C=CC=C1)C1=CC=CN1S(=O)(=O)C=1C=NC=CC1 5-(2-fluorophenyl)-1-(pyridine-3-yl-sulfonyl)-1H-pyrrole